FC=1C=C(C=NC1)[C@H]1CC[C@@](N1C1=NC=2N(C=C1)N=CC2C(=O)N[C@H](C(F)(F)F)C)(C)CO 5-((2S,5R)-5-(5-fluoropyridin-3-yl)-2-(hydroxymethyl)-2-methylpyrrolidin-1-yl)-N-((S)-1,1,1-trifluoropropan-2-yl)pyrazolo[1,5-a]pyrimidine-3-carboxamide